(R)-4-((3-acrylamidopiperidin-1-yl)methyl)-N-(4-(4-(3-hydroxyazetidin-1-yl)-7H-pyrrolo[2,3-d]pyrimidin-6-yl)phenyl)picolinamide C(C=C)(=O)N[C@H]1CN(CCC1)CC1=CC(=NC=C1)C(=O)NC1=CC=C(C=C1)C1=CC2=C(N=CN=C2N2CC(C2)O)N1